CN1N=C2C=CC(=CC2=C1)N1C=NC2=CC(=CC=C2C1=O)C1CCN(CC1)C 3-(2-methyl-2H-indazol-5-yl)-7-(1-methylpiperidin-4-yl)quinazolin-4(3H)-one